bicycloheptanedimethanol C1(C(CCCCC1)CO)(C1CCCCCC1)CO